Dihydroxyethyl-amine OC(CN)O